N-[2-[(2R)-2-fluoro-3-hydroxy-3-methyl-butyl]-1-oxo-6-[4-[(1R)-2,2,2-trifluoro-1-hydroxy-ethyl]-1-piperidyl]isoindolin-5-yl]pyrazolo[1,5-a]pyrimidine-3-carboxamide F[C@H](CN1C(C2=CC(=C(C=C2C1)NC(=O)C=1C=NN2C1N=CC=C2)N2CCC(CC2)[C@H](C(F)(F)F)O)=O)C(C)(C)O